7-[2-(6-methoxy-1,3-benzoxazol-2-yl)-5-[4-(trifluoromethyl)phenyl]-1,3-oxazol-4-yl]-7,8-dihydro-1,7-naphthyridin-8-one COC1=CC2=C(N=C(O2)C=2OC(=C(N2)N2C=CC=3C=CC=NC3C2=O)C2=CC=C(C=C2)C(F)(F)F)C=C1